2-methylthio-N6-threonyl-carbamoyladenine CSC1=NC(=C2NC(=NC2=N1)C(N)=O)NC([C@@H](N)[C@H](O)C)=O